ClC1=NC(=C(C(=N1)NC)C)C 2-Chloro-N,5,6-trimethyl-pyrimidin-4-amine